3-O-Ethyl-L-Ascorbic Acid (ethyl-ascorbate) C(C)[C@]1(C(=C(C(=O)O1)O)O)[C@@H](O)CO.C(C)OC1=C(C(=O)O[C@@H]1[C@@H](O)CO)O